5-{2-[2-(5-chloronaphthalene-1-sulfonamido)phenyl]ethynyl}pyridine-2-carboxylic acid ClC1=C2C=CC=C(C2=CC=C1)S(=O)(=O)NC1=C(C=CC=C1)C#CC=1C=CC(=NC1)C(=O)O